ClC=1C(=CC(=C(OCCCC(=O)O)C1)C(N(C)C1=C(C=CC=C1)OC)=O)C=1C=NC(=CC1C#N)C(F)(F)F 4-(5-chloro-4-(4-cyano-6-(trifluoromethyl)pyridin-3-yl)-2-((2-methoxyphenyl)(methyl)carbamoyl)phenoxy)butanoic acid